1-benzyl-4-(tert-butoxycarbonyl)-1-(methyl-d3)piperazin-1-ium C(C1=CC=CC=C1)[N+]1(CCN(CC1)C(=O)OC(C)(C)C)C([2H])([2H])[2H]